C(=O)(O)C=1C(NC(N([C@H]2C[C@H](O)[C@@H](CO)O2)C1)=O)=O 5-carboxy-2'-deoxyuridine